4-(boc-aminomethyl)phenyl isothiocyanate C(=O)(OC(C)(C)C)C(C1=CC=C(C=C1)N=C=S)N